O1C(=CC=C1)C1=CC=C(N=N1)NC=1C=C(C(=O)NCC=2OC(=CC2)C)C=CC1 3-{[6-(furan-2-yl)pyridazin-3-yl]amino}-N-[(5-methylfuran-2-yl)methyl]benzamide